4-((1-((3-hydroxy-2-((1R,5R)-3-methyl-5-(prop-1-en-2-yl)cyclopent-2-en-1-yl)-5-pentylcyclohexa-2,5-dien-1-yl)oxy)-3-methyl-1-oxobutan-2-yl)amino)-4-oxobutanoic acid OC1=C(C(C=C(C1)CCCCC)OC(C(C(C)C)NC(CCC(=O)O)=O)=O)[C@@H]1C=C(C[C@H]1C(=C)C)C